(E)-2-(3-chloro-4-(2-(2-methylbiphenyl-3-yl)vinyl)benzylamino)-1,3-propanediol ClC=1C=C(CNC(CO)CO)C=CC1\C=C\C=1C(=C(C=CC1)C1=CC=CC=C1)C